CC1=CC=C(C(=N1)C(F)(F)F)N1C=NC(=C1)C1=NC(=NC=C1C(F)(F)F)NC1CCN(CC1)S(=O)(=O)C (1-(6-methyl-2-(trifluoromethyl)pyridin-3-yl)-1H-imidazol-4-yl)-N-(1-(methylsulfonyl)piperidin-4-yl)-5-(trifluoromethyl)pyrimidin-2-amine